ClC1=CC=C(C(=N1)C1=NN(C=N1)C)NC(C)C=1C=2C3=C(N(C(C2C=C(C1)C)=O)C)N(N=C3)C3CCN(CC3)C([C@H]3N(CCC3)C)=O 9-(1-((6-chloro-2-(1-methyl-1H-1,2,4-triazol-3-yl)pyridin-3-yl)amino)ethyl)-4,7-dimethyl-3-(1-(methyl-L-prolyl)piperidin-4-yl)-3,4-dihydro-5H-pyrazolo[3,4-c]isoquinolin-5-one